praseodymium-lutetium-nickel [Ni].[Lu].[Pr]